BrC=1C=C2CN(C(C2=CC1)=O)C1C(NC(CC1)=O)=O 3-(5-bromo-1-oxo-1,3-dihydro-2H-isoindol-2-yl)piperidine-2,6-dione